biphenyldiamine C1=CC=C(C=C1)C2=C(C(=CC=C2)N)N